3-(methyl)indole CC1=CNC2=CC=CC=C12